5-(((S)-1-((R)-2-hydroxy-3-oxo-3-(4-(5-(trifluoromethyl)pyrimidin-2-yl)piperazin-1-yl)propoxy)propan-2-yl)amino)-4-(trifluoromethyl)pyridazin-3(2H)-one O[C@H](COC[C@H](C)NC1=C(C(NN=C1)=O)C(F)(F)F)C(N1CCN(CC1)C1=NC=C(C=N1)C(F)(F)F)=O